BrC=1C=C(C=2N(C1)N=C(N2)C(CN2C(NC1(C2)CCN(CC1)C(=O)OC(C)(C)C)=O)O[Si](C)(C)C(C)(C)C)C tert-butyl 3-(2-(6-bromo-8-methyl-[1,2,4]triazolo[1,5-a]pyridin-2-yl)-2-((tert-butyldimethylsilyl)oxy)ethyl)-2-oxo-1,3,8-triazaspiro[4.5]decane-8-carboxylate